S(=O)(=O)(O)OCC(COS(=O)(=O)O)(COS(=O)(=O)O)COS(=O)(=O)O pentaerythritol tetrasulfate